[(2S)-8-Chloro-2,3-dihydro-2-methyl-4H-1,4-benzoxazin-4-yl][3-(1H-1,2,4-triazol-1-yl)phenyl]methanone ClC1=CC=CC=2N(C[C@@H](OC21)C)C(=O)C2=CC(=CC=C2)N2N=CN=C2